Cl.CNC1CCC(CC1)C(=O)N 4-(methylamino)cyclohexanecarboxamide hydrochloride